(S)-2-(4-(4-amino-1-methyl-1H-pyrazolo[3,4-d]pyrimidin-3-yl)benzylamino)-5-cyano-N-(1-(4-fluorophenyl)ethyl)nicotinamide NC1=C2C(=NC=N1)N(N=C2C2=CC=C(CNC1=C(C(=O)N[C@@H](C)C3=CC=C(C=C3)F)C=C(C=N1)C#N)C=C2)C